CC(C(=O)O)NC(=O)C(=C)C N-methacryloylalanine